6-(1-(piperazin-1-yl)ethyl)quinoxaline hydrochloride Cl.N1(CCNCC1)C(C)C=1C=C2N=CC=NC2=CC1